4-(5-methyl-1H-pyrazol-3-yl)-N2-(2-fluorophenyl)quinazoline-2,4-diamine CC1=CC(=NN1)C1(NC(=NC2=CC=CC=C12)NC1=C(C=CC=C1)F)N